8-cyano-2-methyl-6-phenylquinolin-4-yl trifluoromethanesulfonate FC(S(=O)(=O)OC1=CC(=NC2=C(C=C(C=C12)C1=CC=CC=C1)C#N)C)(F)F